FC(C[C@H](C)NC(O[C@H]1CO[C@@H](C1)C=1C=NC(=NC1)NC1=CC=C(C=C1)S(N)(=O)=O)=O)(F)F |o1:8,11| (3R*,5S*)-5-(2-((4-sulfamoylphenyl)amino)pyrimidin-5-yl)tetrahydrofuran-3-yl ((S)-4,4,4-trifluorobutan-2-yl)carbamate